OC1=C(C=C(C=2C(C3=CC=CC=C3C(C12)=O)=O)O)C 1,4-dihydroxy-2-methylanthraquinone